[C@H]12CN(C[C@H](CC1)N2)C=2C1=C(N=C(N2)OC[C@]23CCCN3C[C@@H](C2)F)C(=C(N=C1)C=1C=C(C=C2CCCS(C12)=O)O)F 8-(4-((1R,5S)-3,8-diazabicyclo[3.2.1]octan-3-yl)-8-fluoro-2-(((2R,7aS)-2-fluorotetrahydro-1H-pyrrolizin-7a(5H)-yl)methoxy)pyrido[4,3-d]pyrimidin-7-yl)-6-hydroxythiochromane 1-oxide